N1CC(C1)OC=1C=CC(=C(C(=O)N[C@H](C)C2=CC(=CC=C2)C=2SC=CC2)C1)Cl (R)-5-(azetidin-3-yloxy)-2-chloro-N-(1-(3-(thiophen-2-yl)phenyl)ethyl)benzamide